5-(3-(cyclopropylmethoxy)-4-(difluoromethoxy)phenethyl)-2,3-dihydro-1H-inden-1-one C1(CC1)COC=1C=C(CCC=2C=C3CCC(C3=CC2)=O)C=CC1OC(F)F